FC1=CC=C(C=C1)N(C(=O)[C@H]1N([C@@H]2CC[C@H]1C2)C(=O)OC(C)(C)C)C tert-butyl (1R,3S,4S)-3-((4-fluorophenyl) (methyl) carbamoyl)-2-azabicyclo[2.2.1]heptane-2-carboxylate